[C@@]12([C@@](CCC(C1(C)C)C2)(C)O)O (1S)-(S)-pinanediol